[2-[4-(3-bromo-4-nitro-phenoxy)-3,5-dichloro-phenyl]-3,5-dioxo-1,2,4-triazin-6-yl] carbamate C(N)(OC=1C(NC(N(N1)C1=CC(=C(C(=C1)Cl)OC1=CC(=C(C=C1)[N+](=O)[O-])Br)Cl)=O)=O)=O